FC1=CN=C2N1C=C(C=C2C(=O)N)CNC2(CCC2)C 3-fluoro-6-(((1-methylcyclobutyl)amino)methyl)imidazo[1,2-a]pyridine-8-carboxamide